FC(OC1=CC=C(OCC2=CC=C(C(=O)OC)C=C2)C=C1)(F)F Methyl 4-((4-(trifluoromethoxy)phenoxy)methyl)benzoate